3-ethynyl-5-hydroxy-methyl-tetrahydrofuran-3,4-diol C(#C)C1(C(OC(C1O)O)C)O